NC1CC2CCC(C1)N2C=2N(C(C1=C(N2)NC=C1C=1C=CC2=C(N(N=N2)C)C1Cl)=O)C 2-(Endo-3-amino-8-azabicyclo[3.2.1]oct-8-yl)-5-(7-chloro-1-methyl-1H-benzo[d][1,2,3]triazol-6-yl)-3-methyl-3,7-dihydro-4H-pyrrolo[2,3-d]pyrimidin-4-one